COC(C(=O)OC)C(=O)OC dimethyl 2-methoxypropanedioate